(pyridin-2-ylmethoxy)aniline N1=C(C=CC=C1)CONC1=CC=CC=C1